N1-(4-butoxyphenyl)cyclohexane-1,4-diamine C(CCC)OC1=CC=C(C=C1)NC1CCC(CC1)N